BrC1=CC=C2C(C=C(OC2=C1)C(=O)OC)=O methyl 7-bromo-4-oxo-4H-chromene-2-carboxylate